tert-Butyl ((1-((3-((5-ethyl-2-methoxyphenyl)sulfonamido)-5-methoxybenzo[d]isoxazol-6-yl)methyl)-1H-pyrazol-4-yl)methyl)carbamate C(C)C=1C=CC(=C(C1)S(=O)(=O)NC1=NOC2=C1C=C(C(=C2)CN2N=CC(=C2)CNC(OC(C)(C)C)=O)OC)OC